3-ethyl-2-methyl-5-(2,2,2-trifluoroacetyl)cyclopentan-1-one C(C)C1C(C(C(C1)C(C(F)(F)F)=O)=O)C